C1(CC1)CN1C(=CC=2C1=NC(=CC2)C2=NNC1=CC=CC=C21)C2=NC1=C(N2C)C(=CC(=C1)C(=O)N1C2CCC(C1)[C@H]2N)OC (7R)-2-{2-[1-(cyclopropylmethyl)-6-(1H-indazol-3-yl)-1H-pyrrolo[2,3-b]pyridin-2-yl]-7-methoxy-1-methyl-1H-1,3-benzodiazole-5-carbonyl}-2-azabicyclo[2.2.1]heptan-7-amine